{1-[4-(5-{(3R)-3-[(2,5,7-trimethyl[1,2,4]triazolo[1,5-a]pyrimidin-6-yl)methyl]pyrrolidin-1-yl}pyrazin-2-yl)benzyl]piperidin-4-yl}methanol CC1=NN2C(N=C(C(=C2C)C[C@H]2CN(CC2)C=2N=CC(=NC2)C2=CC=C(CN3CCC(CC3)CO)C=C2)C)=N1